3-[(2,5-dichloro-7-((2-(trimethylsilyl)ethoxy)methyl)-7H-pyrrolo[2,3-d]pyrimidin-4-yl)amino]propan-1-ol ClC=1N=C(C2=C(N1)N(C=C2Cl)COCC[Si](C)(C)C)NCCCO